C(=C)C1=CC=[N+](C=C1)CCCS(=O)(=O)O 4-vinyl(3-sulfopropyl)pyridinium